ethyl 2-(2-(4,4-difluoroazepan-1-yl)-7-fluoroquinoline-3-carboxamido)oxazole-4-carboxylate FC1(CCN(CCC1)C1=NC2=CC(=CC=C2C=C1C(=O)NC=1OC=C(N1)C(=O)OCC)F)F